lanthanum(III) triflate [O-]S(=O)(=O)C(F)(F)F.[La+3].[O-]S(=O)(=O)C(F)(F)F.[O-]S(=O)(=O)C(F)(F)F